1-(9-ethyl-2-(3-(1-methyl-1H-pyrazol-3-yl)phenyl)-6-morpholino-9H-purin-8-yl)ethane-1,2-diol C(C)N1C2=NC(=NC(=C2N=C1C(CO)O)N1CCOCC1)C1=CC(=CC=C1)C1=NN(C=C1)C